ClC=1C=C(C=CC1F)C(NC1=NC(=C(C=C1)F)C)C=1NC(=C(N1)S(=O)(=O)C)C N-((3-chloro-4-fluorophenyl)(5-methyl-4-(methylsulfonyl)-1H-imidazol-2-yl)methyl)-5-fluoro-6-methylpyridin-2-amine